FC(C1=CC=C(C=C1)NC=1OC=CN1)(F)F N-[4-(trifluoromethyl)phenyl]Oxazol-2-amine